FC12CC(C1)(C2)NC(C(N2CC(C(C21CC(CC1)(F)F)O)(F)F)=O)=O N-(3-fluorobicyclo[1.1.1]pentan-1-yl)-2-oxo-2-(3,3,7,7-tetrafluoro-4-hydroxy-1-azaspiro[4.4]nonan-1-yl)acetamide